5-(2,4-difluoro-phenyl)-isoxazole-3-carboxylic acid [(3S,4S)-1-cyclopropylmethyl-3-((R)-2-pyrimidin-2-yl-azetidine-1-carbonyl)-piperidin-4-yl]-amide C1(CC1)CN1C[C@@H]([C@H](CC1)NC(=O)C1=NOC(=C1)C1=C(C=C(C=C1)F)F)C(=O)N1[C@H](CC1)C1=NC=CC=N1